8-[[2-(2,6-dioxo-3-piperidyl)-1,3-dioxo-isoindolin-4-yl]amino]-N-[4-[[5-fluoro-4-oxo-7-(tetrahydropyran-4-ylmethoxy)-3H-quinazolin-2-yl]methylsulfanyl]cyclohexyl]octanamide O=C1NC(CCC1N1C(C2=CC=CC(=C2C1=O)NCCCCCCCC(=O)NC1CCC(CC1)SCC1=NC2=CC(=CC(=C2C(N1)=O)F)OCC1CCOCC1)=O)=O